2-fluoro-2-methyl-N-(6-(5-methyl-1,3,4-thiadiazol-2-yl)isoquinolin-3-yl)propanamide FC(C(=O)NC=1N=CC2=CC=C(C=C2C1)C=1SC(=NN1)C)(C)C